(R)-1-(3-(2-(6-(3-Aminopiperidine-1-carbonyl)-4-methoxy-3-methylpyrazolo[1,5-a]pyridin-2-yl)-1-(cyclopropylmethyl)-1H-indol-7-yl)azetidin-1-yl)ethan-1-one N[C@H]1CN(CCC1)C(=O)C=1C=C(C=2N(C1)N=C(C2C)C=2N(C1=C(C=CC=C1C2)C2CN(C2)C(C)=O)CC2CC2)OC